9-oxa-3-azabicyclo[4.2.1]nonane hydrochloride Cl.C12CNCCC(CC1)O2